FC(C/C(=C(\C=1C=C2C(=NN(C2=CC1)C1OCCCC1)F)/C=1C=CC(=NC1)N1CCC(CC1)NC([O-])=O)/C1=CC=CC=C1)(F)F (Z)-(1-(5-(4,4,4-trifluoro-1-(3-fluoro-1-(tetrahydro-2H-pyran-2-yl)-1H-indazol-5-yl)-2-phenylbut-1-en-1-yl)pyridin-2-yl)piperidin-4-yl)carbamate